FC1=CC=C(C=C1)N1N=CC2=C1C=C1CCN(C[C@]1(C2)C(=O)C2=NC=C(C=C2)C)S(=O)(=O)C=2C=C(C=CC2)C (R)-(1-(4-fluorophenyl)-6-(m-tolylsulfonyl)-4,4a,5,6,7,8-hexahydro-1H-pyrazolo[3,4-g]isoquinolin-4a-yl)(5-methylpyridin-2-yl)methanone